2,2,4,4-tetramethyl-1,3-cyclobutanedione monooxime CC1(C(C(C1=O)(C)C)=NO)C